(S)-3-(1-(8-amino-1-methylimidazo[1,5-a]pyrazin-3-yl)ethyl)-5-chloro-6-fluoro-2-isopropoxy-N-(2-(tetrahydro-2H-pyran-4-yl)ethyl)benzamide NC=1C=2N(C=CN1)C(=NC2C)[C@@H](C)C=2C(=C(C(=O)NCCC1CCOCC1)C(=C(C2)Cl)F)OC(C)C